2',5-dicyano-[1,1'-biphenyl]-2-carboxylic acid C(#N)C1=C(C=CC=C1)C=1C(=CC=C(C1)C#N)C(=O)O